Dichloro[1,3-bis(2,4,6-trimethylphenyl)-2-imidazolidinylidene](2-methoxyphenylmethylene)ruthenium(II) Cl[Ru-4](=CC1=C(C=CC=C1)OC)(=C1N(CCN1C1=C(C=C(C=C1C)C)C)C1=C(C=C(C=C1C)C)C)Cl